The molecule is a monocarboxylic acid anion resulting from the removal of a proton from the carboxy group of ectoine. It is a conjugate base of an ectoine. CC1=NCC[C@H](N1)C(=O)[O-]